C(=O)(O)C=1C=C(OC=2C=C(C=CC2)C(C)(C)C2=CC(=CC=C2)OC2=CC(=C(C=C2)C(=O)O)C(=O)O)C=CC1C(=O)O 2,2-Bis(3-(3,4-dicarboxyphenoxy)phenyl)propane